1-((3-(5-(4-fluorophenyl)-4,5-dihydro-1H-pyrazole-1-carbonyl)bicyclo[1.1.1]pentan-1-yl)methyl)-1H-indazole-5-carbonitrile FC1=CC=C(C=C1)C1CC=NN1C(=O)C12CC(C1)(C2)CN2N=CC1=CC(=CC=C21)C#N